6-cyclohexyl-1-hydroxy-4-methyl-2(1H)-pyridone hydroxylammonium salt O[NH3+].C1(CCCCC1)C1=CC(=CC(N1O)=O)C